ethyl 2-(((3R,5S)-1-(tert-butoxycarbonyl)-5-methylpyrrolidin-3-yl)oxy)imidazo[1,2-a]pyrimidine-3-carboxylate C(C)(C)(C)OC(=O)N1C[C@@H](C[C@@H]1C)OC=1N=C2N(C=CC=N2)C1C(=O)OCC